ClC1=CC(=C2C=NNC2=C1)C1(C[C@H]2C([C@H]2C1)NC(=O)C1CCOCC1)O N-((1R,3r,5S,6r)-3-(6-chloro-1H-indazol-4-yl)-3-hydroxybicyclo[3.1.0]hexan-6-yl)tetrahydro-2H-pyran-4-carboxamide